O=C(CCCCC(=O)[O-])COP(=O)=O.C(C(C)C)[NH3+] Isobutyl-ammonium 6-oxo-7-(phosphooxy)heptanoate